8-(1-bromoethyl)-3-cyclopropyl-2-(4,4-dimethylpiperidin-1-yl)-6-methylquinazolin-4(3H)-one BrC(C)C=1C=C(C=C2C(N(C(=NC12)N1CCC(CC1)(C)C)C1CC1)=O)C